[1-[2-(4-bromophenyl)ethyl]-4-piperidyl]methanol BrC1=CC=C(C=C1)CCN1CCC(CC1)CO